CC1=C(C2=C(C=N1)CO[C@H]2N2C[C@@H]1C3=CC=4N=CC=NC4C=C3[C@H](C2)C1)O (R)-6-methyl-1-((6R,10S)-6,7,9,10-tetrahydro-8H-6,10-methanoazepino[4,5-g]quinoxalin-8-yl)-1,3-dihydrofuro[3,4-c]pyridin-7-ol